NC1=CC=C(C=C1)C#CC#CCN(CCOCCNC(OC(C)(C)C)=O)C(=O)OCC1C2=CC=CC=C2C=2C=CC=CC12 tert-butyl N-[2-(2-{[5-(4-aminophenyl) penta-2,4-diyn-1-yl][(9H-fluoren-9-ylmethoxy)carbonyl]amino}ethoxy)ethyl]carbamate